FC1(CC(C1)N(S(=O)(=O)C1=CC=2N(C=C1)C=NC2)C)F N-(3,3-difluorocyclobutyl)-N-methyl-imidazo[1,5-a]pyridine-7-sulfonamide